1-(((3S)-1-((3-(2-fluoroethoxy)-1-azetidinyl)sulfonyl)-3-piperidinyl)carbonyl)-N-(2-fluoro-4-(trifluoromethyl)benzyl)-D-prolinamide FCCOC1CN(C1)S(=O)(=O)N1C[C@H](CCC1)C(=O)N1[C@H](CCC1)C(=O)NCC1=C(C=C(C=C1)C(F)(F)F)F